BrCC1=NOC(=C1)CCCCCCCC 3-(bromomethyl)-5-octylisoxazole